4-hydroxy-Tyramine OC1(CC=C(CCN)C=C1)O